(S)-1-(1-(tert-butoxycarbonyl)pyrrolidin-3-yl)-3-((3,5-dimethoxyphenyl)ethynyl)-1H-pyrazole-4-formate C(C)(C)(C)OC(=O)N1C[C@H](CC1)N1N=C(C(=C1)C(=O)[O-])C#CC1=CC(=CC(=C1)OC)OC